tert-butyl 7-(2-((4-cyanophenyl)(((1r,4r)-4-isopropylcyclohexyl)methyl)amino)ethyl)-6,8-dioxa-2-azaspiro[3.5]nonane-2-carboxylate C(#N)C1=CC=C(C=C1)N(CCC1OCC2(CN(C2)C(=O)OC(C)(C)C)CO1)CC1CCC(CC1)C(C)C